ClC=1C(=NC(=NC1)C=1C(=NC=NC1OC)C1CC1)NCC1=CC=C(C=C1)C=1N(C=C(N1)C(F)(F)F)C1CC1 5-Chloro-4'-cyclopropyl-N-(4-(1-cyclopropyl-4-(trifluoromethyl)-1H-imidazol-2-yl)benzyl)-6'-methoxy-[2,5'-bipyrimidin]-4-amine